C(#N)C1=CC=C(CNC(=O)C2=CC=3C(=C(N=NC3)OCC3(CC3)S(/N=C\3/SC=CN3C)(=O)=O)N(C2=O)C)C=C1 (E)-N-(4-cyanobenzyl)-1-methyl-8-((1-(N-(3-methylthiazol-2(3H)-ylidene)sulfamoyl)cyclopropyl)methoxy)-2-oxo-1,2-dihydropyrido[2,3-d]pyridazine-3-carboxamide